BrC=1C(=NC(=NC1)NC1=C(C=C(C(=C1)C=1C=NN(C1)C)N1CCNCC1)OC)NC1=C(C=C(C=C1)F)P(C)(C)=O (2-((5-bromo-2-((2-methoxy-5-(1-methyl-1H-pyrazol-4-yl)-4-(piperazine-1-yl)phenyl)amino)pyrimidin-4-yl)amino)-5-fluorophenyl)dimethylphosphine oxide